C(C)(=O)OC=1C(=NC=CC1OC)C(N[C@@H](C)C1=NOC(=N1)C1=CC(=C(C=C1)Cl)Cl)=O (S)-2-((1-(5-(3,4-dichlorophenyl)-1,2,4-oxadiazol-3-yl)ethyl)carbamoyl)-4-methoxypyridin-3-yl acetate